4,6-dichloro-5-nitro-pyridine-2-carboxylic acid ClC1=CC(=NC(=C1[N+](=O)[O-])Cl)C(=O)O